6-(4-((1-(4-(1,2-bis(4-hydroxyphenyl)but-1-en-1-yl)phenyl)piperidin-4-yl)methyl)piperazin-1-yl-2,2,3,3,5,5,6,6-d8)-2-(2,6-dioxopiperidin-3-yl)-4-fluoroisoindoline-1,3-dione OC1=CC=C(C=C1)C(=C(CC)C1=CC=C(C=C1)O)C1=CC=C(C=C1)N1CCC(CC1)CN1C(C(N(C(C1([2H])[2H])([2H])[2H])C1=CC(=C2C(N(C(C2=C1)=O)C1C(NC(CC1)=O)=O)=O)F)([2H])[2H])([2H])[2H]